(R)-4-(4-((1-(cyclopropylmethyl)piperidin-3-yl)amino)-5,6,7,8-tetrahydrophthalazin-1-yl)-3-hydroxybenzonitrile C1(CC1)CN1C[C@@H](CCC1)NC1=NN=C(C=2CCCCC12)C1=C(C=C(C#N)C=C1)O